C(C(=C)C)(=O)OC=1C=C2C=CC(=CC2=CC1)C(=O)O 6-(methacryloyloxy)-2-naphthoic acid